NCC=1C=C(C=CC1)C1=CC(=CC=2C=COC21)C(CC(=O)O)OC2=C(C=CC=C2)CC(=O)OCC 3-(7-(3-(aminomethyl)phenyl)benzofuran-5-yl)-3-(2-(2-ethoxy-2-oxoethyl)phenoxy)propanoic acid